COC1=CC=C(CN(S(=O)(=O)C2=NN(C3=CN=CC=C32)C(C(=O)OC)(C)C)CC3=CC=C(C=C3)OC)C=C1 methyl 2-(3-(N,N-bis(4-methoxybenzyl) sulfamoyl)-1H-pyrazolo[3,4-c]pyridin-1-yl)-2-methylpropionate